ClC1=C2C=C(NC2=CC(=C1)F)C(=O)N(C)[C@H]1COCC=2NC(C=3C=C(C=CC3C21)F)=O (R)-4-chloro-6-fluoro-N-(8-fluoro-6-oxo-1,4,5,6-tetrahydro-2H-pyrano[3,4-c]isoquinolin-1-yl)-N-methyl-1H-indole-2-carboxamide